[Ag+].[Sn+4].[Pb+2].[In+3] indium (Iii) lead-tin-silver